tert-butyl 1-(2-(4-(4-(2,6-dioxopiperidin-3-yl)phenyl)piperazin-1-yl)ethyl)piperidine-4-carboxylate O=C1NC(CCC1C1=CC=C(C=C1)N1CCN(CC1)CCN1CCC(CC1)C(=O)OC(C)(C)C)=O